S1C(=CC=C1)C1=NC(=NC=C1)N 4-(thien-2-yl)pyrimidin-2-amine